[K+].CC=1C=C2C=CC(=CN2C1C(=O)[O-])OCC1=NC=CC=C1 2-methyl-6-(pyridin-2-ylmethoxy)indolizine-3-carboxylic acid potassium salt